2-((6-((3-bromobenzyl)amino)-9H-purin-9-yl)methyl)tetrahydrothiophene-3,4-diol BrC=1C=C(CNC2=C3N=CN(C3=NC=N2)CC2SCC(C2O)O)C=CC1